Cyclohexyltrifluoroborate potassium salt [K+].C1(CCCCC1)[B-](F)(F)F